4-(4-chlorophenyl)butylamine ClC1=CC=C(C=C1)CCCCN